2-(9-acetamido-9H-fluorene-9-carbonyl)-N-(4-hydroxy-3-oxo-1-(2-oxopyrrolidin-3-yl)butan-2-yl)octahydrocyclopenta[c]pyrrole-1-carboxamide C(C)(=O)NC1(C2=CC=CC=C2C=2C=CC=CC12)C(=O)N1C(C2C(C1)CCC2)C(=O)NC(CC2C(NCC2)=O)C(CO)=O